7-oxo-4-thia-1-azabicyclo[3.2.0]Heptane-2-carboxylic acid O=C1CC2SCC(N12)C(=O)O